[Li+].NC1=C(C=C(C=C1)Cl)C(C(=O)[O-])(F)F 2-(2-amino-5-chloro-phenyl)-2,2-difluoro-acetic acid lithium salt